Methyl 2-cyclopropyl-6-oxo-1,6-dihydropyridine-3-carboxylate C1(CC1)C=1NC(C=CC1C(=O)OC)=O